N12C[C@H](C(CC1)CC2)OC(N[C@@H]2C(CC1=CC(=CC=C21)C2=CC(=CC(=C2)OCC(C)C)Cl)(C)C)=O (S)-quinuclidin-3-yl((R)-5-(3-chloro-5-isobutoxyphenyl)-2,2-dimethyl-2,3-dihydro-1H-inden-1-yl)carbamate